1-(4-(cyanomethyl)-1-(2-phenylacetyl)piperidin-4-yl)-3-(cyclopropanecarboxamido)-1H-pyrazole-4-carboxamide C(#N)CC1(CCN(CC1)C(CC1=CC=CC=C1)=O)N1N=C(C(=C1)C(=O)N)NC(=O)C1CC1